4,4'-thiobis-(3,6-di-sec-amylphenol) S(C1=C(C=C(C(=C1)C(C)CCC)O)C(C)CCC)C1=C(C=C(C(=C1)C(C)CCC)O)C(C)CCC